2-(bis(3,5-dimethylphenyl)phosphoryl)-chroman-4-one CC=1C=C(C=C(C1)C)P(=O)(C1=CC(=CC(=C1)C)C)C1OC2=CC=CC=C2C(C1)=O